(2R,3R,4R,5R)-5-ethynyl-2-(hydroxymethyl)-4-methoxytetrahydrofuran-3-ol C(#C)[C@@H]1[C@@H]([C@@H]([C@H](O1)CO)O)OC